C(C)N1C[C@@H]([C@H](C1)C1=C(C=CC=C1)C(F)(F)F)NC(=O)C=1C=C2C(=NC1)NN=C2C2=CC(=NC=C2)C N-((3R,4S)-1-ethyl-4-(2-(trifluoromethyl)phenyl)pyrrolidin-3-yl)-3-(2-methylpyridin-4-yl)-1H-pyrazolo[3,4-b]pyridine-5-amide